3-((7S,8S)-18-ethyl-2,5,8,12,17-pentamethyl-13-vinyl-7H,8H-porphyrin-7-yl)-N-(2-hydroxyethyl)-N-methylpropanamide C(C)C1=C(C=2C=C3C(=C(C(=CC=4[C@H]([C@@H](C(=C(C5=CC(=C(N5)C=C1N2)C)C)N4)CCC(=O)N(C)CCO)C)N3)C)C=C)C